N1CC(=CCC1)C=1C(=NNC1)C#N 4-(1,2,5,6-tetrahydropyridin-3-yl)-1H-pyrazole-3-carbonitrile